(R)-N,N-dimethyl-4-(3-methylmorpholino)-2-(1H-pyrrolo[2,3-b]pyridin-4-yl)-7H-pyrrolo[2,3-d]pyrimidine-7-sulfonamide CN(S(=O)(=O)N1C=CC2=C1N=C(N=C2N2[C@@H](COCC2)C)C2=C1C(=NC=C2)NC=C1)C